ClC1=NC=C(C(=N1)C=1NC=CC1)O 2-Chloro-4-(1H-pyrrol-2-yl)pyrimidin-5-ol